(S)-2-(4-(6-((5-chloro-1-methyl-1H-pyrazol-3-yl)methoxy)pyridin-2-yl)-2,5-difluorobenzyl)-1-(oxetan-2-ylmethyl)-1H-benzo[d]imidazole-6-carboxylic acid ClC1=CC(=NN1C)COC1=CC=CC(=N1)C1=CC(=C(CC2=NC3=C(N2C[C@H]2OCC2)C=C(C=C3)C(=O)O)C=C1F)F